(1-(4-(Hydroxymethyl)-3-methoxybenzyl)piperidin-4-yl)carbamic acid tert-butyl ester C(C)(C)(C)OC(NC1CCN(CC1)CC1=CC(=C(C=C1)CO)OC)=O